FC(C1=CC=C(C=C1)C=CC(=O)OC1=CC=C(C=C1)[N+](=O)[O-])(F)P(O)(O)=O (difluoro(4-(3-(4-nitrophenoxy)-3-oxoprop-1-en-1-yl)phenyl)methyl)phosphonic acid